S(=O)(=O)(C1=CC=C(C)C=C1)OCCCC1CCN(CC1)C(=O)[O-] 4-(3-(Tosyloxy)propyl)piperidine-1-carboxylate